FC1=CC=CC2=C1NC(=N2)CO (7-fluoro-1H-benzo[d]imidazol-2-yl)methanol